2-fluoro-1-(4-(trifluoromethyl)phenyl)ethan-1-d-1-ol Ethyl-3-iodo-6-(2-naphthyl)-4-oxo-4,5-dihydropyrazolo[1,5-a]pyrazine-2-carboxylate C(C)N1C(C=2N(C=C1C1=CC3=CC=CC=C3C=C1)N=C(C2I)C(=O)OC(CF)([2H])C2=CC=C(C=C2)C(F)(F)F)=O